(hydroquinone) carbonate C(O)(O)=O.C1(O)=CC=C(O)C=C1